7-(trifluoromethyl)[1,2,4]triazolo[1,5-c]quinazolin FC(C1=CC=CC=2C=3N(C=NC12)N=CN3)(F)F